tert-Butyl (1-(3-(N-(6-((1H-pyrazol-1-yl)methyl)-4-methoxybenzo[d]isoxazol-3-yl)sulfamoyl)phenyl)piperidin-4-yl)carbamate N1(N=CC=C1)CC1=CC2=C(C(=NO2)NS(=O)(=O)C=2C=C(C=CC2)N2CCC(CC2)NC(OC(C)(C)C)=O)C(=C1)OC